OC1C(C(N(CC1)C)(C)C)C 4-hydroxyl-tetramethylpiperidine